CC=1N=NC=C(C1[C@@H](C)OC=1C=C2C(=NNC2=CC1OC)C1=CC(=NC(=C1)OC)C#N)C (R)-4-(5-(1-(3,5-dimethylpyridazin-4-yl)ethoxy)-6-methoxy-1H-indazol-3-yl)-6-methoxypicolinonitrile